N-((R)-2,2-difluoro-1-(4-fluorophenyl)ethyl)-2-(2,6-dioxopiperidin-3-yl)-4-fluoro-1-oxoisoindoline-5-carboxamide FC([C@@H](C1=CC=C(C=C1)F)NC(=O)C=1C(=C2CN(C(C2=CC1)=O)C1C(NC(CC1)=O)=O)F)F